6-(4-(difluoromethoxy)phenyl)-N-(4-methylcyclohexyl)-1-(2-morpholinoethyl)-2-oxo-1,2-dihydro-1,8-naphthyridine-3-carboxamide FC(OC1=CC=C(C=C1)C=1C=C2C=C(C(N(C2=NC1)CCN1CCOCC1)=O)C(=O)NC1CCC(CC1)C)F